FC=1C=C2C=CN(C2=C(C1)F)S(=O)(=O)C1=CC=C(C)C=C1 5,7-difluoro-1-p-toluenesulfonyl-1H-indole